C12CN(CC2C1)C1=NC2=C(C=C(C=C2C(N1C)=O)C)C(C)NC=1C(=NC(=CC1)C#N)C(=O)OC Methyl 3-((1-(2-(3-azabicyclo[3.1.0]hexan-3-yl)-3,6-dimethyl-4-oxo-3,4-dihydroquinazolin-8-yl)ethyl)amino)-6-cyanopicolinate